ClC1=CC=C(C=C1)C=1N=CN(C1C1=CC(=NC=C1)C(F)(F)F)CC(=O)O 2-[4-(4-chlorophenyl)-5-[2-(trifluoromethyl)-4-pyridinyl]Imidazol-1-yl]Acetic acid